(S)-Neopentyl 2-aminopropanoate N[C@H](C(=O)OCC(C)(C)C)C